(S)-N-[1-(3-Morpholin-4-yl-phenyl)-ethyl]-3-thiophen-3-yl-acrylamide N1(CCOCC1)C=1C=C(C=CC1)[C@H](C)NC(C=CC1=CSC=C1)=O